BrC1=CC(=C(C=C1)N(C(OC(C)(C)C)=O)C)F tert-butyl N-(4-bromo-2-fluoro-phenyl)-N-methylcarbamate